C(C1=CC=CC=C1)N1CCC(CC1)CCNC(=O)C1CCN(CC1)C1=C(C=CC=C1)C#N N-[2-(1-benzylpiperidin-4-yl)ethyl]-1-(2-cyanophenyl)piperidine-4-carboxamide